2-pentyl-4,5-dihydro-1,3-oxazine C(CCCC)C=1OCCCN1